FC1=C(OC=2C(=NC(=NC2)NS(=O)(=O)CC)C2=CN(C(C=3CCCCC23)=O)C)C=CC(=C1)F N-[5-(2,4-difluorophenoxy)-4-(2-methyl-1-oxo-5,6,7,8-tetrahydroisoquinolin-4-yl)pyrimidin-2-yl]ethanesulfonamide